OC=1C=C(CN(C)C)C=C(C1)O 3,5-dihydroxy-dimethyl-benzylamine